N-[(4S)-chroman-4-yl]-8-(2,3-dichlorophenyl)-4-(dimethylamino)-1,6-naphthyridine-3-carboxamide O1CC[C@@H](C2=CC=CC=C12)NC(=O)C=1C=NC2=C(C=NC=C2C1N(C)C)C1=C(C(=CC=C1)Cl)Cl